dimethyl(7-(prop-2-yn-1-ylamino)benzofuran-4-yl)phosphine oxide CP(C1=CC=C(C2=C1C=CO2)NCC#C)(C)=O